NC1=CC=C(C(=O)NCCC(=O)O)C=C1 4-aminobenzoyl-β-alanine